ClC=1C=C(C=CC1)/C(=C(/C=1C=C2C=NNC2=CC1)\C1=CC=C(C=C1)/C=C/C(=O)O)/CC (E)-3-(4-((E)-2-(3-chlorophenyl)-1-(1H-indazol-5-yl)but-1-enE-1-yl)phenyl)acrylic acid